N1(CCNCC1)C1=C(C=NC=C1)C1CN(C1)C(=O)OC(C)(C)C tert-butyl 3-(4-(piperazin-1-yl)pyridin-3-yl)azetidine-1-carboxylate